[Na+].[Na+].NC=1C=C2C=C(C=C(C2=CC1)S(=O)(=O)[O-])S(=O)(=O)[O-] 6-amino-1,3-naphthalenedisulfonic acid disodium salt